C(#N)[C@@]1(N(CC1)C(=O)C1=CC(=C2N1CCC1=CC(=C(C=C21)C(=O)NC=2C(NC=CC2)=O)OC)CC(C)C)C (R)-3-(2-cyano-2-methylazetidine-1-carbonyl)-1-isobutyl-8-methoxy-N-(2-oxo-1,2-dihydropyridin-3-yl)-5,6-dihydropyrrolo[2,1-a]isoquinoline-9-carboxamide